ClC1=CC=C(C=C1)C1=N[C@H](C2=C(C3=C1C=CC=C3)C(=NO2)C)CC(=O)OCC ethyl (S)-2-(6-(4-chlorophenyl)-1-methyl-4H-benzo[c]isoxazolo[4,5-e]azepin-4-yl)acetate